NC1=NC(=C(C(=N1)C)CC=1C=C(C=CC1OC)CC#N)NC(CCS(=O)(=O)C)CCCC 2-(3-((2-amino-4-methyl-6-((1-(methylsulfonyl)heptan-3-yl)amino)pyrimidin-5-yl)methyl)-4-methoxyphenyl)acetonitrile